ClC1=CC(=C(N)C=C1Cl)N1CCCCC1 4,5-dichloro-2-(piperidin-1-yl)aniline